[Na].C(=O)(O)CCN(CCC(=O)O)CCCCCCCC N-(2-carboxyethyl)-N-octyl-β-alanine sodium